FC1CC(N(C1)C(CC1=NNC2=CC=CC=C12)=O)C(=O)NC(C1=CC=CC=C1)C1=NC(=C(C=C1)C1(CC1)C)F 4-fluoro-N-{[6-fluoro-5-(1-methylcyclopropyl)pyridin-2-yl](phenyl)methyl}-1-[2-(1H-indazol-3-yl)acetyl]pyrrolidine-2-carboxamide